(4-(2,3-dihydro-2-oxo-1H-imidazo[4,5-b]pyridin-7-yl)phenyl)-3-(pyridin-4-yl)urea O=C1NC=2C(=NC=CC2C2=CC=C(C=C2)NC(=O)NC2=CC=NC=C2)N1